[C@H]1([C@H](C(=O)O[C@H]1[C@@H](C(=O)O)O)O)O The molecule is a delta-lactone that is D-galactono-1,4-lactone in which the hydroxy group at position 6 has been oxidised to the corresponding carboxylic acid. It is a delta-lactone and an aldarolactone. It derives from a D-galactono-1,4-lactone. It is a conjugate acid of a D-galactaro-1,4-lactone(1-).